(1R,3S,5R)-N-((S)-1-cyano-2-(4-(3-methyl-2-oxo-2,3-dihydrobenzo[d]oxazol-5-yl)phenyl)ethyl)-2-azabicyclo[3.1.0]hexane-3-carboxamide C(#N)[C@H](CC1=CC=C(C=C1)C=1C=CC2=C(N(C(O2)=O)C)C1)NC(=O)[C@H]1N[C@@H]2C[C@@H]2C1